3-[7-(2-carboxyl-2-cyanovinyl)-5,6-difluoro-[1,10]phenanthroline-4-yl]-2-cyanoacrylate C(=O)(O)C(=CC=1C2=C(C(=C3C(=CC=NC3=C2N=CC1)C=C(C(=O)[O-])C#N)F)F)C#N